1,1-dioxo-2,3-dihydro-1,2-benzothiazole-5-carboxamide O=S1(NCC2=C1C=CC(=C2)C(=O)N)=O